N,N,N',N'-tetramethyl-N''-[3-(triethoxysilyl)propyl]guanidine CN(C(=NCCC[Si](OCC)(OCC)OCC)N(C)C)C